OCC1=NC(=CC=C1CN1C(C=2N(CC1COC)C=CC2)=O)C(F)(F)F 2-((2-(hydroxymethyl)-6-(trifluoromethyl)pyridin-3-yl)methyl)-3-(methoxymethyl)-3,4-dihydropyrrolo[1,2-a]pyrazin-1(2H)-one